[2-[4-(2-chlorophenyl)-2-oxo-chromen-7-yl]oxypropionyl]pyrrolidine-3-sulfonic acid amide ClC1=C(C=CC=C1)C1=CC(OC2=CC(=CC=C12)OC(C(=O)N1CC(CC1)S(=O)(=O)N)C)=O